C(C)(C)C1=C(NC2=CC=C(C=C12)C1OCCN(C1)C(CNC)=O)C=1C=C(C=2N(C1)N=CN2)C 1-(2-(3-Isopropyl-2-(8-methyl-[1,2,4]triazolo[1,5-a]pyridin-6-yl)-1H-indol-5-yl)morpholino)-2-(methylamino)ethan-1-on